C(N)(=O)[C@H](C[C@H]1C(NCC1)=O)NC(=O)[C@@H]1[C@H]2[C@H]3[C@@H]4C[C@@H]4[C@@H]([C@H]2CN1C(=O)OC(C)(C)C)C3 tert-butyl (1R,2S,3S,6R,7S,8S,10R)-3-{[(1S)-1-carbamoyl-2-[(3S)-2-oxopyrrolidin-3-yl]ethyl]carbamoyl}-4-azatetracyclo[5.3.1.0^{2,6}.0^{8,10}]undecane-4-carboxylate